S1C=NC2=C1N=CS2 thiazolo[5,4-d]thiazol